BrC1=NN=C(S1)OCC1=C(C=C(C#N)C=C1)F 4-(((5-bromo-1,3,4-thiadiazol-2-yl)oxy)methyl)-3-fluorobenzonitrile